1-methyl-5-((((4-nitrophenoxy)carbonyl)oxy)methyl)-1H-1,2,3-triazol CN1N=NC=C1COC(=O)OC1=CC=C(C=C1)[N+](=O)[O-]